O=C1NC=2C=C(C=CC2C2=C1C=NN2COCC[Si](C)(C)C)C(=O)OC Methyl 4-oxo-1-((2-(trimethylsilyl)ethoxy)methyl)-4,5-dihydro-1H-pyrazolo[4,3-c]quinoline-7-carboxylate